4-(4-benzyloxycarbonyl-1,4-diazepan-1-yl)benzoic acid C(C1=CC=CC=C1)OC(=O)N1CCN(CCC1)C1=CC=C(C(=O)O)C=C1